Cl.BrC1=CC(=NC=C1)[C@@H](CC)N (1R)-1-(4-bromopyridin-2-yl)propan-1-amine hydrochloride